(2Z)-pent-2-ene C\C=C/CC